COC(C=1C(C(=O)OC)=CC=C(C1)I)=O 5-iodophthalic acid dimethyl ester